(-)-di-toluyltartaric acid C1(=C(C=CC=C1)C(C(C(=O)O)(O)C1=C(C=CC=C1)C)(O)C(=O)O)C